1-[1-(1H-imidazol-1-yl)cyclopropyl]pyrrolidin-2-one N1(C=NC=C1)C1(CC1)N1C(CCC1)=O